(6S,15S)-8,13-dibenzyl-3,8,13,18-tetraazaeicosane C(C1=CC=CC=C1)N(CCCCNCC)CCCCN(CCCCNCC)CC1=CC=CC=C1